6-butyl-phenol C(CCC)C1=CC=CC=C1O